tert-butyl 4-[6-(1-cyanocyclopropyl) pyrazolo[1,5-a]pyridin-3-yl]-2-(difluoromethoxy)-6-methoxy-benzoate C(#N)C1(CC1)C=1C=CC=2N(C1)N=CC2C2=CC(=C(C(=O)OC(C)(C)C)C(=C2)OC)OC(F)F